S-octyl ethanethioate C(C)(SCCCCCCCC)=O